2-amino-3-bromo-5,6-dimethylpyridine NC1=NC(=C(C=C1Br)C)C